N-[2-fluoro-4-(pyrazol-1-yl)phenyl]-2-[6-methyl-6-azaspiro[2.5]octan-1-yl]-1,6-naphthyridin-7-amine FC1=C(C=CC(=C1)N1N=CC=C1)NC1=NC=C2C=CC(=NC2=C1)C1CC12CCN(CC2)C